5-amino-4-hydroxy-3-(phenylazo)-naphthalene-2,7-disulphonate NC1=C2C(=C(C(=CC2=CC(=C1)S(=O)(=O)[O-])S(=O)(=O)[O-])N=NC1=CC=CC=C1)O